CC1=CN([C@H]2C[C@H](O)[C@@H](COP(=O)(O)O)O2)C(=O)NC1=O 2'-deoxythymidine monophosphate